BrC1=CC2=C(C(=N1)NC=1C(=C(C(=C(C(=O)NC3(CC3)C(F)F)C1)Cl)F)F)N(C=N2)C(C)C 5-((6-bromo-3-isopropyl-3H-imidazo[4,5-c]pyridin-4-yl)amino)-2-chloro-N-(1-(difluoromethyl)cyclopropyl)-3,4-difluorobenzamide